ClC=1C(=CC(=C(C=O)C1)OCC1CCOCC1)OCC1=C(C(=CC=C1)C1=CC2=C(OCCO2)C=C1)C 5-Chloro-4-((3-(2,3-dihydrobenzo[b][1,4]dioxin-6-yl)-2-methylbenzyl)oxy)-2-((tetrahydro-2H-pyran-4-yl)methoxy)benzaldehyde